benzyl N-[(1S,2R)-2-cyclopropyl-1-[[4-[3,5-dimethyl-1-(2-trimethylsilylethoxymethyl)pyrazol-4-yl]phenyl]carbamoyl]-3-(1-methylcyclopropyl)propyl]carbamate C1(CC1)[C@H]([C@@H](C(NC1=CC=C(C=C1)C=1C(=NN(C1C)COCC[Si](C)(C)C)C)=O)NC(OCC1=CC=CC=C1)=O)CC1(CC1)C